6-(4-isopropyl-3-(5-(4-((tetrahydro-2H-pyran-4-yl)methyl)piperazin-1-yl)pyridin-2-yl)-1H-pyrazol-5-yl)-8-methoxy-[1,2,4]triazolo[1,5-a]pyridine C(C)(C)C=1C(=NNC1C=1C=C(C=2N(C1)N=CN2)OC)C2=NC=C(C=C2)N2CCN(CC2)CC2CCOCC2